C(=O)C1=NC=CC(C1OCC1=CC=C(C=C1)O)=O 2-formyl-3-(4-hydroxybenzyloxy)-pyridin-4-one